C(C)(C)(C)OC(=O)C1=C(SC2=C1C=CC(=C2Cl)O)N(CC2=CC=CC=C2)C(C)=O 2-[acetyl-(benzyl)amino]-7-chloro-6-hydroxy-1-benzothiophene-3-carboxylic acid tert-butyl ester